C(=C)(C)C(=O)CC=C allyl isopropenyl ketone